rel-4-((2R,3S,4S,5R)-3-(4-fluoro-3-(hydroxymethyl)-2-methoxyphenyl)-4,5-dimethyl-5-(trifluoromethyl)tetrahydrofuran-2-carboxamido)picolinamide FC1=C(C(=C(C=C1)[C@H]1[C@@H](O[C@]([C@H]1C)(C(F)(F)F)C)C(=O)NC1=CC(=NC=C1)C(=O)N)OC)CO |o1:7,8,10,11|